ClC=1C=C2C(=CNC2=CC1)CCCN 3-(5-chloro-1H-indol-3-yl)propane-1-amine